1-(2,2-Dioxido-2-thia-7-azaspiro[3.5]nonan-7-yl)-2-((2-(trifluoromethyl)pyridin-4-yl)oxy)ethanone O=S1(CC2(C1)CCN(CC2)C(COC2=CC(=NC=C2)C(F)(F)F)=O)=O